COC1=CC=C(C=C1)C1=NOC(=N1)N1CCC(CC1)C(=O)NCC1CN(CC1)C[C@@H]1N(CCCC1)C 1-(3-(4-Methoxyphenyl)-1,2,4-oxadiazol-5-yl)-N-((1-(((R)-1-methylpiperidin-2-yl)methyl)pyrrolidin-3-yl)methyl)piperidin-4-carboxamid